2-ethylhexyl 2-(2-((2-ethylhexyl)(butoxycarbonyl)amino)phenyl)propanoate C(C)C(CN(C1=C(C=CC=C1)C(C(=O)OCC(CCCC)CC)C)C(=O)OCCCC)CCCC